N-(4-(1-isopropyl-1H-pyrazol-4-yl)5-methylpyrimidin-2-yl)-5,6,7,8-tetrahydronaphthyridin-2-amine C(C)(C)N1N=CC(=C1)C1=NC(=NC=C1C)NC1=NC=2NCCCC2C=C1